BrC=1C=C2C=NN(C2=CC1)CCN(C)C 2-(5-bromo-1H-indazol-1-yl)-N,N-dimethylethan-1-amine